myristic acid anilide C(CCCCCCCCCCCCC)(=O)NC1=CC=CC=C1